(3R)-3-(1H-tetrazol-5-yl)pyrrolidin N1N=NN=C1[C@H]1CNCC1